4-{[6-(5-chloro-2-fluorophenyl)-2H,3H,4H-pyrido[3,2-b][1,4]oxazin-8-yl]amino}-N-[2-(dimethylamino)ethyl]-1H-pyrrolo[2,3-b]pyridine-2-carboxamide ClC=1C=CC(=C(C1)C=1C=C(C=2OCCNC2N1)NC1=C2C(=NC=C1)NC(=C2)C(=O)NCCN(C)C)F